CN1N=CC(=C1)C(CCC=O)=O 4-(1-methylpyrazol-4-yl)butane-1,4-dione